4-((5-cyano-4-(piperidin-1-yl)pyrimidin-2-yl)amino)benzenesulfonamide methyl-8-(4,4-dimethylcyclohexyl)-9-(((trifluoromethyl)sulfonyl)oxy)-6,7-dihydro-5H-benzo[7]annulene-3-carboxylate COC(=O)C1=CC2=C(C(=C(CCC2)C2CCC(CC2)(C)C)OS(=O)(=O)C(F)(F)F)C=C1.C(#N)C=1C(=NC(=NC1)NC1=CC=C(C=C1)S(=O)(=O)N)N1CCCCC1